N-(3-chloro-5-(methylsulfonylamino)phenyl)-1-(2-((3-fluorobenzyl)oxy)-4-(2-oxa-6-azaspiro[3.3]hept-6-yl)phenyl)-1H-pyrazole-4-carboxamide ClC=1C=C(C=C(C1)NS(=O)(=O)C)NC(=O)C=1C=NN(C1)C1=C(C=C(C=C1)N1CC2(COC2)C1)OCC1=CC(=CC=C1)F